ClC1=CC(=C(C=C1)N1CCC(CC1)(F)F)[N+](=O)[O-] (4-chloro-2-nitrophenyl)-4,4-difluoropiperidine